Benzyl (1S,2R)-1-({[(1S)-2-amino-1-(4-hydroxybenzyl)-2-oxoethyl]amino}carbonyl)-2-hydroxypropylcarbamate NC([C@H](CC1=CC=C(C=C1)O)NC(=O)[C@H]([C@@H](C)O)NC(OCC1=CC=CC=C1)=O)=O